CCCCCCCCC/C=C\CCCCCCCC(=O)OC[C@H](COP(=O)([O-])OCC[N+](C)(C)C)OC(=O)CCCCCCC/C=C\C/C=C\C/C=C\CC 1-(9Z-nonadecenoyl)-2-(9Z,12Z,15Z-octadecatrienoyl)-glycero-3-phosphocholine